O1N=C(C=C1)N1C(NC(=CC1=O)N[C@@H](C)C1=CC=CC=C1)=O (S)-3-(isoxazol-3-yl)-6-((1-phenylethyl)amino)pyrimidine-2,4(1h,3h)-dione